(S)-5-((((6-(2-chloro-3-(3-chloro-2-((2-fluoro-3-(((2-hydroxyethyl)amino)methyl)phenyl)amino)pyridin-4-yl)phenyl)-2-methoxypyridin-3-yl)methyl)amino)methyl)pyrrolidin-2-one ClC1=C(C=CC=C1C1=C(C(=NC=C1)NC1=C(C(=CC=C1)CNCCO)F)Cl)C1=CC=C(C(=N1)OC)CNC[C@@H]1CCC(N1)=O